CC(CC1=CC=C(C=C1)C(C(=O)O)C)C 2-[4-(2-methylpropyl)phenyl]propionic acid